6-(6-Oxa-3-azabicyclo[3.1.1]heptan-3-yl)-N-((R)-1-(2,3-difluorophenyl)ethyl)cinnolin-4-amine C12CN(CC(O1)C2)C=2C=C1C(=CN=NC1=CC2)N[C@H](C)C2=C(C(=CC=C2)F)F